ClC=1C(=C(CN2C(C=C(C=C2)C=2C=C3C(=NNC3=CC2)C2=CC(=NC=C2)C)=O)C=CC1)F 1-(3-chloro-2-fluorobenzyl)-4-(3-(2-methylpyridin-4-yl)-1H-indazol-5-yl)pyridin-2(1H)-one